CC=1C(=C(C=C(C1)C)O)C=1N=NC(=CC1)N1CC2(CC1)OCCN(C2)C 3,5-dimethyl-2-[6-(9-methyl-6-oxa-2,9-diazaspiro[4.5]decan-2-yl)pyridazin-3-yl]phenol